3-(4-cyanocyclohex-1-en-1-yl)-N-((S)-3,3-dimethylbutan-2-yl)-1-methyl-4-((4-methylphenyl)sulphonamido)-1H-pyrazole-5-carboxamide C(#N)C1CC=C(CC1)C1=NN(C(=C1NS(=O)(=O)C1=CC=C(C=C1)C)C(=O)N[C@@H](C)C(C)(C)C)C